C1(CC1)C1=C(C=C(C=C1)C1CCC2(CN(C2)C(=O)C2CC(C2)(C)O)CC1)OC (7-(4-cyclopropyl-3-methoxyphenyl)-2-azaspiro[3.5]non-2-yl)((1s,3s)-3-hydroxy-3-methylcyclobutyl)methanone